2-phenyl-1,4-phenylenediamine C1(=CC=CC=C1)C1=C(C=CC(=C1)N)N